4-(((Cyclopropylmethyl)-(methyl)amino)methyl)-N'-(1,2,3,5,6,7-hexahydro-s-indacen-4-ylcarbamoyl)-benzenesulfonimidamide C1(CC1)CN(C)CC1=CC=C(C=C1)S(=O)(N)=NC(NC1=C2CCCC2=CC=2CCCC12)=O